NCC(=O)N1CCN(CC1)C(C1=C(C=C(C=C1)NC=1C=2N(C=CN1)C(=CN2)C=2C(=NN(C2)CC(F)F)C(F)(F)F)Cl)=O 2-amino-1-[4-[2-chloro-4-[[3-[1-(2,2-difluoroethyl)-3-(trifluoromethyl)pyrazol-4-yl]imidazo[1,2-a]pyrazin-8-yl]amino]benzoyl]piperazin-1-yl]ethanone